C1[C@@H]([C@H]([C@@H]([C@H]([C@@H]1O)O)O)O)N 3-amino-2,3-dideoxy-D-myo-inositol